ClC=1C=C2C=NC(=NC2=CC1N1CCN(CC1)C1(COC1)C)NC=1C(=NSC1)C 6-chloro-7-[4-(3-methyloxetan-3-yl)piperazin-1-yl]-N-(3-methyl-1,2-thiazol-4-yl)quinazolin-2-amine